3-[5-({[4-(Aminomethyl)phenyl]methyl}amino)-4-methyl-1-(thiophen-3-carbonyl)-1H-pyrazol-3-yl]-4-methylpiperidin-2-on NCC1=CC=C(C=C1)CNC1=C(C(=NN1C(=O)C1=CSC=C1)C1C(NCCC1C)=O)C